OC(CNCC(COC1=CC=C(C=C1)N=NC1=CC=CC=C1)O)C ((2-hydroxypropyl)amino)-3-(4-(phenyldiazenyl)phenoxy)propan-2-ol